NC1=C2C=CC=C(C2=CC=C1F)C1=CC2=C(N=C(N=C2)N[C@@H]2CN(CCC2)C(=O)OC(C)(C)C)N(C1=O)C tert-Butyl (S)-3-((6-(5-amino-6-fluoronaphthalen-1-yl)-8-methyl-7-oxo-7,8-dihydropyrido[2,3-d]pyrimidin-2-yl)amino)piperidine-1-carboxylate